1,1,2,3,3,6-hexamethyl-5-indanylmethyl ketone CC1(C(C(C2=CC(=C(C=C12)C)CC(=O)CC=1C=C2C(C(C(C2=CC1C)(C)C)C)(C)C)(C)C)C)C